C(C)(C)S(=O)(=O)C(C)C isopropyl Sulfone